ClC1=NC=C(C(=C1)N1C[C@H]([C@@H](CC1)F)NC(OC(C)(C)C)=O)CCC1CCOCC1 tert-Butyl ((3R,4R)-1-(2-chloro-5-((tetrahydro-2H-pyran-4-yl)ethanyl)pyridin-4-yl)-4-fluoropiperidin-3-yl)carbamate